O=S1C=2C=CC(=CC2N(C2=CC=CC=C12)C(C)=O)C(F)(F)F 1-(5-oxido-2-(trifluoromethyl)-10H-phenothiazin-10-yl)ethan-1-one